({[(2,2-dimethylpropoxy)carbonyl]oxy}methoxy)phosphinic acid CC(COC(=O)OCOP(O)=O)(C)C